5-bromo-4-methyl-2-(2,2,2-trifluoroethoxy)pyrimidine BrC=1C(=NC(=NC1)OCC(F)(F)F)C